N[C@@H](CCCNC(=O)N)C(=O)O |r| DL-Citrulline